C[C@]12CC3(CC(C[C@@](C1)(C3)C)C2)NC(=O)NC2CCC(CC2)OC2=CC=C(C=C2)CC2ONOS2 1-[(1r,3R,5S,7R)-3,5-dimethyladamantan-1-yl]-3-((1r,4R)-4-{4-[(2,4-dioxathiazolidine-5-yl)methyl]phenoxy}cyclohexyl)urea